ClC1=C(C(=C(C=C1OC)OC)Cl)N1C(N(C2=C(C1)C=NC(=N2)NC2=C(C=C(C=C2C)N2CCN(CC2)CC)NC(C=C)=O)CC)=S N-(2-((6-(2,6-dichloro-3,5-dimethoxyphenyl)-8-ethyl-7-thioxo-5,6,7,8-tetrahydropyrimido[4,5-d]pyrimidin-2-yl)amino)-5-(4-ethylpiperazin-1-yl)-3-methylphenyl)acrylamide